C(#N)C1=CC(=C(COC2=CC(=CC(=N2)N2CCN(CC2)C(=O)[O-])OC)C=C1)F 4-(6-((4-cyano-2-fluorobenzyl)oxy)-4-methoxypyridin-2-yl)piperazine-1-carboxylate